2-Chloro-N-[2-(4-{[(3-chloropyridin-2-yl)oxy]methyl}piperidin-1-yl)-2-[4-(difluoromethyl)-1,3-thiazol-5-yl]ethyl]-6-fluorobenzamide ClC1=C(C(=O)NCC(C2=C(N=CS2)C(F)F)N2CCC(CC2)COC2=NC=CC=C2Cl)C(=CC=C1)F